4-[4-(dibenzylamino)-2-oxo-3H-benzoimidazol-1-yl]-N-(3-methoxy-4-methyl-phenyl)cyclohexanecarboxamide C(C1=CC=CC=C1)N(C1=CC=CC=2N(C(NC21)=O)C2CCC(CC2)C(=O)NC2=CC(=C(C=C2)C)OC)CC2=CC=CC=C2